4-(hydroxymethyl)-5-methyl-[1,3]dioxol OCC=1OCOC1C